BrC1=C(C(=NC=C1)OCC1=CC=C(C=C1)OC)F 4-bromo-3-fluoro-2-((4-methoxybenzyl)oxy)pyridine